BrC=1C=C(C=C2C(=C(C(=NC12)N1CCC(CC1)OC)C)C#N)Cl 8-bromo-6-chloro-2-(4-methoxy-1-piperidyl)-3-methyl-quinoline-4-carbonitrile